OC(C)(C)C1=CC=C(C=N1)C(C)=O 1-(6-(2-hydroxy-prop-2-yl)pyridin-3-yl)ethan-1-one